N[C@@H](CC(=O)OCC)C=1C=C(C=C(C1)C)C1=C(C=CC=C1C)C ethyl (S)-3-amino-3-(2',5,6'-trimethylbiphenyl-3-yl)propanoate